diglycidyl adipate diglycidyl-phthalate C(C1CO1)OC(C=1C(C(=O)OCC2CO2)=CC=CC1)=O.C(CCCCC(=O)OCC1CO1)(=O)OCC1CO1